(R)-4-((1-(3-(1,1-difluoro-2-hydroxy-2-methylpropyl)-2-fluorophenyl)ethyl)amino)-6-(2-Methoxyethoxy)-2-methylquinazolin-7-ol FC(C(C)(C)O)(F)C=1C(=C(C=CC1)[C@@H](C)NC1=NC(=NC2=CC(=C(C=C12)OCCOC)O)C)F